C(C)(C)(C)C(C1=CC=C(C=C1)OC)Cl tert-butyl-p-methoxybenzyl chloride